FC(COP(OCC(F)(F)F)(=O)C1=CC=CC=C1)(F)F phenyl-phosphonic acid bis(trifluoroethyl) ester